COC1=CC(=NC=C1)C(=O)NC1=NC=C(C=C1)OC1=CC=NC2=CC(=C(C=C12)OC)OCCCN1CCOCC1 4-Methoxy-N-(5-((6-methoxy-7-(3-morpholinopropoxy)quinolin-4-yl)oxy)pyridin-2-yl)picolinamide